COC(=O)C=1C=CC2=C(N(C(=N2)CN2CCC(=CC2=O)C2=C(C=CC=C2)OCOC)C[C@H]2OCC2)C1 (S)-2-((4-(2-(methoxymethoxy)phenyl)-6-oxo-3,6-dihydropyridin-1(2H)-yl)methyl)-1-(oxetan-2-ylmethyl)-1H-benzo[d]imidazole-6-carboxylic acid methyl ester